6-(7,8-dihydro-6H-indeno[4,5-b]furan-2-yl)-2-(methylthio)imidazo[2,1-b][1,3,4]thiadiazole O1C2=C(C=C1C=1N=C3SC(=NN3C1)SC)C=CC=1CCCC12